OC1=C2C=CC(OC2=CC(=C1C(\C=C\C1=CC=C(C=C1)[N+](=O)[O-])=O)OC)(C)C (E)-1-(5-hydroxy-7-methoxy-2,2-dimethyl-2H-chromen-6-yl)-3-(4-nitrophenyl)prop-2-en-1-one